2-(3-(6-aminopyridin-2-yl)-4H-1,2,4-triazol-4-yl)propan-1-ol NC1=CC=CC(=N1)C1=NN=CN1C(CO)C